6-quinolin-7-yl-5-[1-(spiro[2.2]pent-1-ylmethyl)-1H-pyrazol-4-yl]pyridine-2-carbonitrile N1=CC=CC2=CC=C(C=C12)C1=C(C=CC(=N1)C#N)C=1C=NN(C1)CC1CC12CC2